BrC1=NC=CC(=C1)NC(=O)NC1=C(C(=CC(=C1)Cl)Cl)CCO 1-(2-bromopyridin-4-yl)-3-[3,5-dichloro-2-(2-hydroxyethyl)phenyl]urea